BrC=1C(=C(C(=C(N(CC2=CC=C(C=C2)OC)CC2=CC=C(C=C2)OC)C1)F)F)C(F)(F)F 5-bromo-2,3-difluoro-N,N-bis[(4-methoxyphenyl)methyl]-4-(trifluoromethyl)aniline